4-n-Butylphenylboronic acid B(C1=CC=C(C=C1)CCCC)(O)O